(R)-2-(cyclopropanecarboxamido)-2-(2-hydroxyphenyl)acetic acid C1(CC1)C(=O)N[C@@H](C(=O)O)C1=C(C=CC=C1)O